(di-tert-Butoxycarbonylamino)-6-formylpyridine methyl-formate COC=O.C(C)(C)(C)OC(=O)N(C(=O)OC(C)(C)C)C1=NC(=CC=C1)C=O